N,N'-dimethyl-N'-(2-(4-morpholinophenyl)-4-(4-methoxyphenyl)thiazol-5-yl-methyl)ethylenediamine CNCCN(CC1=C(N=C(S1)C1=CC=C(C=C1)N1CCOCC1)C1=CC=C(C=C1)OC)C